tert-butyl (3S,4R)-4-(4-fluoro-2-hydroxy-anilino)-3-methyl-piperidine-1-carboxylate FC1=CC(=C(N[C@H]2[C@H](CN(CC2)C(=O)OC(C)(C)C)C)C=C1)O